[NH4+].[NH4+].[NH4+].F[Al-3](F)(F)(F)(F)F triammonium hexafluoroaluminate